3,3,3-Trifluoropropyn Benzyl-3-hydroxyquinoline-2-carboxylate C(C1=CC=CC=C1)OC(=O)C1=NC2=CC=CC=C2C=C1O.FC(C#C)(F)F